1-(tert-butyl)-5-methyl-3-phenyl-pyrazole-4-ol C(C)(C)(C)N1N=C(C(=C1C)O)C1=CC=CC=C1